lithium 1-fluoro-1-(p-fluorophenyltetrafluoro-λ6-sulfanyl)-methanesulfonate FC(S(=O)(=O)[O-])S(F)(F)(F)(F)C1=CC=C(C=C1)F.[Li+]